3-(3-chloro-4-(9-(3,4-dichlorobenzyl)-6-(1-methylcyclopropoxy)-9H-purin-8-yl)phenoxy)propanoic acid ClC=1C=C(OCCC(=O)O)C=CC1C=1N(C2=NC=NC(=C2N1)OC1(CC1)C)CC1=CC(=C(C=C1)Cl)Cl